CC1=NC=CC(=C1)C(C)C1=NNC(C2=CC=CC=C12)=O 4-(1-(2-methylpyridin-4-yl)ethyl)phthalazin-1(2H)-one